FC(C(=O)O)(F)F.FC(C(=O)O)(F)F.FC(C(=O)O)(F)F.N1CCC(CC1)C(=O)OC(C(CCCC)NC([C@@H](CCC(F)(F)F)NC([C@@H](CC1=CC=CC=C1)N)=O)=O)=O [2-[[(2R)-2-[[(2R)-2-amino-3-phenyl-propionyl] amino]-5,5,5-trifluoro-pentanoyl] amino] hexanoyl] piperidine-4-carboxylate tri-trifluoroacetate